CC1(CCCC1)OC(=O)C=1C=C(C=CC1)C1C2C=CC(C1)C2 5-(3-(1-methylcyclopentyloxycarbonyl)phenyl)-bicyclo[2.2.1]Hept-2-ene